NC1=C(C=C(C=C1)C1=CC=C(C=C1)F)NC(C1=CC=C(C=C1)S(=O)(=O)C=1C=NC=C(C1)C)=O N-[2-amino-5-(4-fluorophenyl)phenyl]-4-[(5-methyl-3-pyridinyl)sulfonyl]benzamide